ClC1=NN2C(N=CC3=C2C(CC3C(=O)NC=3C=NC(=C(C3)Cl)N3N=CC=C3)(C)C)=C1 2-chloro-N-(5-chloro-6-(1H-pyrazol-1-yl)pyridin-3-yl)-8,8-dimethyl-7,8-dihydro-6H-cyclopenta[e]pyrazolo[1,5-a]pyrimidine-6-carboxamide